C(CCCCCC=O)=O 1,7-heptanedial